2-(2-hydroxyethoxy)-4-methylbenzoic acid OCCOC1=C(C(=O)O)C=CC(=C1)C